samaraborneol [Sm]12(C(CC(CC1)C2(C)C)O)C